FC1=CC=C(C=C1)N1C(C2=CC=C(C=C2CC1)OC)=O 2-(4-fluorophenyl)-6-methoxy-3,4-dihydro-isoquinolin-1(2H)-one